BrC=1C=C(C=CC1)C=1C(=C2C3=CC(=CC4=CC(=CC(C2=C(C1)C1=CC=CC=C1)=C43)C(C)(C)C)C(C)(C)C)C4=CC=CC=C4 8-(3-bromophenyl)-2,5-di-tert-butyl-7,10-diphenylfluoranthene